CC1=CC=C(C2=CC=CC(=C12)[N+](=O)[O-])C(=O)NC([2H])([2H])[2H] 4-methyl-N-(methyl-d3)-5-nitronaphthalamide